C1(CCCCC1)[C@@H](C(=O)NC1=CC=C(C=C1)C=1C(=NN(C1C)CCN(C)C)C)NC(=O)C1=CC=NN1C(C=C)C=C (S)-N-(1-cyclohexyl-2-((4-(1-(2-(dimethylamino)ethyl)-3,5-dimethyl-1H-pyrazol-4-yl)phenyl)amino)-2-oxoethyl)-1-(penta-1,4-dien-3-yl)-1H-pyrazole-5-carboxamide